6-(4-ethyl-3-(hydroxymethyl)-5-oxo-4,5-dihydro-1H-1,2,4-triazol-1-yl)-7-fluoro-4-isopropyl-2-((1S,2S)-2-methylcyclohexyl)isoquinolin-1(2H)-one C(C)N1C(=NN(C1=O)C=1C=C2C(=CN(C(C2=CC1F)=O)[C@@H]1[C@H](CCCC1)C)C(C)C)CO